CCCCCCCCCCCO[C@H]1[C@@H]([C@H]([C@@H]([C@H](O1)CO)O)O)O n-Undecyl β-D-Glucopyranoside